BrC1=CN(C2=NC=CN=C21)S(=O)(=O)C2=CC=C(C)C=C2 7-bromo-5-tosyl-5H-pyrrolo[2,3-b]pyrazine